C(C)(C)(C)OC(=O)N1C(CC2=CC=CC=C12)\C=C\S(NC(NC1=C2CCCC2=CC=2CCCC12)=O)(=O)=O tert-Butyl-(E)-2-(2-(N-((1,2,3,5,6,7-hexahydro-s-indacen-4-yl)carbamoyl)sulfamoyl)vinyl)indolin-1-carboxylat